pyrazolol potassium salt [K].N1N=C(C=C1)O